N,N-Dimethyldodecylamin-N-Oxid C[N+](C)(CCCCCCCCCCCC)[O-]